C(C)(C)(C)N(C(O)=O)CCNC(C1=C(N=CC(=C1)Br)N)=O.CC1=C(C(=O)N[C@H](C)C2=CC(=C(C(=C2)OC)OC)OC)C=C(C=C1)N1CCN(CC1)C 2-methyl-5-(4-methylpiperazin-1-yl)-N-[(1R)-1-(3,4,5-trimethoxyphenyl)ethyl]benzamide Tert-butyl-(2-(2-amino-5-bromonicotinamido)ethyl)carbamate